C(C#N)C(=O)O The molecule is a monocarboxylic acid that consists of acetic acid bearing a cyano substituent. It derives from an acetic acid.